3-(bis(4-dimethylaminophenyl)methyl)pyridin-2-ol CN(C1=CC=C(C=C1)C(C=1C(=NC=CC1)O)C1=CC=C(C=C1)N(C)C)C